O(C1=CC=CC=C1)CCOC1=CC=C(C=C1)CC 1-phenoxy-2-(4-ethylphenoxy)ethane